NC1=CC=C(C=N1)N1CC(OCC1)C(C)O 1-(4-(6-aminopyridin-3-yl)morpholin-2-yl)ethan-1-ol